benzyl-benzyloxycarbonyl-L-lysine C(C1=CC=CC=C1)N([C@@H](CCCCN)C(=O)O)C(=O)OCC1=CC=CC=C1